1-(2-bromophenoxy)acetone BrC1=C(OCC(=O)C)C=CC=C1